BrC1=CSC=C1CBr 3-bromo-4-(bromomethyl)thiophene